3-((5-chloro-3-(chloromethyl)pyridin-2-yl)methyl)-1-((2-(trimethylsilyl)ethoxy)methyl)-1H-pyrrolo[2,3-b]pyridin-2(3H)-one ClC=1C=C(C(=NC1)CC1C(N(C2=NC=CC=C21)COCC[Si](C)(C)C)=O)CCl